3-[[3,3-difluoro-4-oxo-4-[4-[5-(trifluoromethyl)pyrimidin-2-yl]piperazin-1-yl]butyl]amino]-5-(trifluoromethyl)-1H-pyridazin-6-one FC(CCNC1=NNC(C(=C1)C(F)(F)F)=O)(C(N1CCN(CC1)C1=NC=C(C=N1)C(F)(F)F)=O)F